ClC=1C=CC2=C(N(CN(S2(=O)=O)[C@@H]([C@H](C)C2=C(C(=CC=C2F)C)C)C2=NNC(O2)=O)CC2COCC2)C1 5-((1S,2R)-1-(6-chloro-1,1-dioxido-4-((tetrahydrofuran-3-yl)methyl)-3,4-dihydro-2H-benzo[e][1,2,4]thiadiazin-2-yl)-2-(6-fluoro-2,3-dimethylphenyl)propyl)-1,3,4-oxadiazol-2(3H)-one